(L)-1-hydroxymethylpropyl-methacrylamide OCC(CC)C=C(C(=O)N)C